dioleyloxy-3-morpholinopropane C(CCCCCCC\C=C/CCCCCCCC)OC(CCN1CCOCC1)OCCCCCCCC\C=C/CCCCCCCC